2-(piperazin-1-yl)-N-(4-methylbenzyl)quinoline-4-carboxamide-4-d N1(CCNCC1)C1=NC2=CC=CC=C2C(C1)(C(=O)NCC1=CC=C(C=C1)C)[2H]